2'-(2-(piperazin-1-yl)pyrimidin-5-yl)-6'h,8'h-spiro[chromane-4,9'-pyrido[3',2':4,5]imidazo[2,1-c][1,4]oxazine] N1(CCNCC1)C1=NC=C(C=N1)C=1C=CC=2N=C3COCC4(N3C2N1)CCOC1=CC=CC=C14